tert-Butyl 3-(methoxysulfinyl)azetidine-1-carboxylate COS(=O)C1CN(C1)C(=O)OC(C)(C)C